3-(Trifluoromethoxy)benzonitrile FC(OC=1C=C(C#N)C=CC1)(F)F